TRIMETHYLSILYLETHYNYLBORONIC ACID C[Si](C)(C)C#CB(O)O